1-(5-chloro-9-oxo-thioxanthen-3-yl)pyrrolidine-3-carboxylic acid ClC1=C2SC=3C=C(C=CC3C(C2=CC=C1)=O)N1CC(CC1)C(=O)O